1,2-bistrimethoxysilyl-ethane tert-butyl-(1S,4S)-5-(2-(3,7-di(1H-indazol-5-yl)-10H-phenoxazin-10-yl)ethyl)-2,5-diazabicyclo[2.2.1]heptane-2-carboxylate C(C)(C)(C)OC(=O)N1[C@@H]2CN([C@H](C1)C2)CCN2C1=CC=C(C=C1OC=1C=C(C=CC21)C=2C=C1C=NNC1=CC2)C=2C=C1C=NNC1=CC2.CO[Si](CC[Si](OC)(OC)OC)(OC)OC